C(C1=CC=CC=C1)NC1=C2N=CN(C2=NC(=N1)C1=C(C=CC=C1)OC(F)(F)F)[C@H]1[C@@H]([C@@H]([C@H](O1)C(=O)NC)O)O (2s,3s,4r,5r)-5-(6-(benzylamino)-2-(2-(trifluoromethoxy)phenyl)-9H-purin-9-yl)-3,4-dihydroxy-N-methyltetrahydrofuran-2-carboxamide